FC1=CC=C(C=C1)[C@@H](C(C)(C)O)NC(=O)C1=NN2C(C(NC(=C2)C=2C=NC3=CC=CC(=C3C2)C)=O)=C1C(C)C N-[(1S)-1-(4-Fluorophenyl)-2-hydroxy-2-methylpropyl]-6-(5-methylquinolin-3-yl)-4-oxo-3-(propan-2-yl)-4,5-dihydropyrazolo[1,5-a]pyrazine-2-carboxamide